FC1(CC1)C=1SC=2C(N([C@@H](CCC2N1)C)C1CC2(CN(C2)S(=O)(=O)C2=C(C=CC=C2)F)C1)=O (6R)-2-(1-fluorocyclopropyl)-5-[2-(2-fluorophenyl)sulfonyl-2-azaspiro[3.3]heptan-6-yl]-6-methyl-7,8-dihydro-6H-thiazolo[5,4-c]azepine-4-One